N1N=CC2=C(C=CC=C12)CN1N=CC2=C(C1=O)N(C1=C2SC(=N1)C(C(=O)OC)C1=CC=CC=C1)C methyl 2-(6-((1H-indazol-4-yl) methyl)-4-methyl-5-oxo-5,6-dihydro-4H-thiazolo[5',4':4,5]pyrrolo[2,3-d]pyridazin-2-yl)-2-phenylacetate